FN([C@@](C(F)(F)F)(C(=O)O)F)F perfluoro-Alanine